Cl.ClC=1C=CC=C2C=CN=C(C12)N(C(C1=C(C=C(C=C1)I)F)=O)[C@H]1CNCCC1 (R)-N-(8-chloroisoquinolin-1-yl)-2-fluoro-4-iodo-N-(piperidin-3-yl)benzamide hydrochloride salt